[Cl-].CN1CN(C=C1)CCCCCC 1-methyl-3-hexyl-imidazole chloride salt